3,6,9,12,15-pentaoxaoctacosane-1-ol C(COCCOCCOCCOCCOCCCCCCCCCCCCC)O